CC1=NC=CC(=C1)C1=CN=C(N1)N(CSC1=CC=C(C=C1)C)CSC1=CC=C(C=C1)C 5-(2-methylpyridin-4-yl)-N,N-bis((p-tolylsulfanyl)methyl)-1H-imidazol-2-amine